3,4-difluoro-2-(2-fluoro-4-iodoanilino)-5-[[2-(sulfamoylamino)pyridin-4-yl]methyl]benzamide FC=1C(=C(C(=O)N)C=C(C1F)CC1=CC(=NC=C1)NS(N)(=O)=O)NC1=C(C=C(C=C1)I)F